NC=1N=C(SC1C(C1=CC=C(C=C1)OCC(=O)N1CCOCC1)=O)N(C1=CC=C(C=C1)F)C(C(=O)N)C (N-[4-Amino-5-[4-(2-morpholino-2-oxoethoxy)benzoyl]thiazol-2-yl]-4-fluoroanilino)propanamid